NC=1C(=CSC1C#N)C(=O)OC methyl 4-amino-5-cyanothiophene-3-carboxylate